methyl 2-(3-bromo-2-oxo-6-(piperidin-1-yl)pyrazin-1(2H)-yl)acetate BrC=1C(N(C(=CN1)N1CCCCC1)CC(=O)OC)=O